ClC1=C(C(=O)C2=CNC3=C2C2=C(NCC4(N2)CC(CC4)OC)C=N3)C=CC(=C1)OC1=NC=CC(=C1)C 9'-(2-chloro-4-((4-methylpyridin-2-yl)oxy)benzoyl)-3-Methoxy-4',7'-dihydrospiro[cyclopentane-1,2'-pyrrolo[3',2':5,6]pyrido[3,4-b]pyrazine]